CN1CCC2(CC1)CC(C1=CC=C(C=C12)C1=CNC2=NC=C(C=C21)C(=O)N2CCN(CC2)C)=O 1'-methyl-6-(5-(4-methylpiperazine-1-carbonyl)-1H-pyrrolo[2,3-b]pyridin-3-yl)spiro[indene-1,4'-piperidin]-3(2H)-one